5-(4-((4'-chloro-[1,1'-biphenyl]-4-yl)methyl)piperazine-1-carbonyl)-2-(2,6-dioxopiperidin-3-yl)isoindoline-1,3-dione ClC1=CC=C(C=C1)C1=CC=C(C=C1)CN1CCN(CC1)C(=O)C=1C=C2C(N(C(C2=CC1)=O)C1C(NC(CC1)=O)=O)=O